OC1=C(C(=O)OC)C=C(C=C1)N methyl 2-hydroxy-5-amino-benzoate